5-amino-N-cyclopropyl-1H-pyrazole-4-carboxamide NC1=C(C=NN1)C(=O)NC1CC1